4-(3-hydroxyphenyl)-1,4-dihydrobenzo[f]quinoxaline-2,3-dione sodium salt [Na].OC=1C=C(C=CC1)N1C(C(NC=2C3=C(C=CC12)C=CC=C3)=O)=O